ClC1=C(C#N)C=CC(=C1)N1CC2(C[C@H]1C)CCN(CC2)C2=CC=C(C=C2)C(=O)N2CCC(CC2)CN2CC(N(CC2)C2=CC(=CC=C2)N[C@H]2C(NC(CC2)=O)=O)=O 2-Chloro-4-((R)-8-(4-(4-((4-(3-(((R)-2,6-dioxopiperidin-3-yl)amino)phenyl)-3-oxopiperazin-1-yl)methyl)piperidine-1-carbonyl)phenyl)-3-methyl-2,8-diazaspiro[4.5]decan-2-yl)benzonitrile